BrC=1C(=NC(N(C1)C)=O)OC 5-bromo-4-methoxy-1-methylpyrimidin-2(1H)-one